2-(7-oxo-4,5-dihydro-1H-pyrrolo[2,3-c]pyridin-6-yl)propanamide O=C1N(CCC2=C1NC=C2)C(C(=O)N)C